C(#N)CCC(=O)C1=C(C(=CC(=C1)Cl)Cl)O 3-Cyano-1-(3,5-dichloro-2-hydroxyphenyl)-1-propanone